2,4-di-tertiary butyl-styrene C(C)(C)(C)C1=C(C=C)C=CC(=C1)C(C)(C)C